trans-N-methyl-4-(methyl-7H-pyrrolo[2,3-d]pyrimidin-4-ylamino)cyclohexylmethanesulfonamide CNS(=O)(=O)C[C@@H]1CC[C@H](CC1)N(C=1C2=C(N=CN1)NC=C2)C